NC(C)C1(CCN(CC1)C=1N=C(C(=NC1CO)C1=C(C(=NC=C1)N1C(CCC1)CO)Cl)F)C (1-(4-(5-(4-(1-aminoethyl)-4-methylpiperidin-1-yl)-3-fluoro-6-(hydroxymethyl)pyrazin-2-yl)-3-chloropyridin-2-yl)pyrrolidin-2-yl)methanol